(4-fluoro-tetrahydro-2H-pyran-4-yl)-methyl-4-methylbenzenesulfonate FC1(CCOCC1)C=1C(=C(C=CC1C)S(=O)(=O)[O-])C